6-[4-bromo-3-(trifluoromethyl)phenyl]-2H-pyridazin-3-one BrC1=C(C=C(C=C1)C=1C=CC(NN1)=O)C(F)(F)F